[C@@H]1(CCC2=CC=CC=C12)N (S)-2,3-dihydro-1H-indene-1-Amine